FC=1C=C(C=C(C1F)F)CC(=O)O 3,4,5-trifluoro-phenylacetic acid